C(CC=C)C1(CN(CC1)C(=O)OC(C)(C)C)C(=O)OC 1-(tert-butyl) 3-methyl 3-(but-3-en-1-yl)pyrrolidine-1,3-dicarboxylate